carboxyl-propyl-pseudouridine C(=O)(O)[C@@]1([C@@](O[C@@H]([C@H]1O)CO)(C1=CNC(=O)NC1=O)CCC)O